FC1=C(C(=CC=C1C1CCOCC1)N)N 3-fluoro-4-(tetrahydropyran-4-yl)benzene-1,2-diamine